tert-butyl 3-(4-(5-(2-aminopyrimidin-4-yl)-4-(2-fluoro-3-(propylsulfonamido)phenyl)thiazol-2-yl)piperidin-1-yl)azetidine-1-carboxylate NC1=NC=CC(=N1)C1=C(N=C(S1)C1CCN(CC1)C1CN(C1)C(=O)OC(C)(C)C)C1=C(C(=CC=C1)NS(=O)(=O)CCC)F